(R)-(+)-t-butylsulfinamide CC(C)(C)[S@@](=O)N